dicyclohexylbis(propoxymethyl)silane indium nitrogen [N].[In].C1(CCCCC1)[Si](COCCC)(COCCC)C1CCCCC1